C(CCCCCCCCCCCCCCCCC)(=O)O.C(CCC(=O)O)(=O)OCC(O)CO Glyceryl succinate monostearate